8-chloro-N-(cyclopropylmethyl)-N-[(1S)-1-(2-pyrimidin-2-yl-1,2,4-triazol-3-yl)ethyl]-6-(trifluoromethyl)quinazolin-4-amine ClC=1C=C(C=C2C(=NC=NC12)N([C@@H](C)C=1N(N=CN1)C1=NC=CC=N1)CC1CC1)C(F)(F)F